N,N-dimethylamino-cyclohexane CN(C)C1CCCCC1